C1(=CC=CC=C1)C=1NC2=C(C=C(C=C2C1)COCCOC1CCCCC1)NC1CCOCC1 4-(2-((2-phenyl-7-((tetrahydro-2H-pyran-4-yl)amino)-1H-indol-5-yl)methoxy)ethoxy)cyclohexane